6-bromo-N-[[rac-(1R,2R)-2-(trifluoromethyl)cyclopropyl]methyl]cinnolin-3-amine BrC=1C=C2C=C(N=NC2=CC1)NC[C@H]1[C@@H](C1)C(F)(F)F |r|